CC1=C(C=NN1)C1=CC=C2C(=N1)SC(=N2)NC2=NC=CC(=C2)N2CCN(CC2)S(=O)(=O)C 5-(5-methyl-1H-pyrazol-4-yl)-N-(4-(4-(methylsulfonyl)piperazin-1-yl)pyridin-2-yl)thiazolo[5,4-b]pyridin-2-amine